(4-chlorophenyl)cyclopropyl alcohol ClC1=CC=C(C=C1)C1(CC1)O